FC1=C(C=CC=C1)C1=CC(=C(C=C1)OC1=CC=C(C=C1)F)C(=O)NCC1=CC=C(C(=O)O)C=C1 4-((2'-Fluoro-4-(4-fluorophenoxy)-[1,1'-biphenyl]-3-carboxamido)methyl)benzoic acid